S1C(=CC=C1)[C@@H]1NOCC1 (R)-3-(thien-2-yl)isoxazolidine